CC1(OCC2(C1)CCC(CC2)CN2[C@@H]([C@H]([C@@H]([C@H](C2)O)O)O)C)C (2R,3R,4R,5S)-1-(((5S,8S)-3,3-dimethyl-2-oxaspiro[4.5]decan-8-yl)methyl)-2-methylpiperidine-3,4,5-triol